COC1([Se]C(=C(C1)C)OC)CCN 2,5-dimethoxy-4-methyl-selenophenethylamine